N-[2-fluoro-3-(6-oxo-1,6-dihydropyrimidin-2-yl)-4-(trifluoromethyl)benzyl]-1-(8-methylquinolin-2-yl)piperidine-4-carboxamide FC1=C(CNC(=O)C2CCN(CC2)C2=NC3=C(C=CC=C3C=C2)C)C=CC(=C1C=1NC(C=CN1)=O)C(F)(F)F